ClC1=C(C(=O)C2=CC=C(OC3COCC3)C=C2)C=C(C=C1)I 3-(4-(2-chloro-5-iodobenzoyl)phenoxy)tetrahydrofuran